(2,2-difluorocyclopropyl)[1-(oxan-2-yl)-1H-1,2,4-triazol-5-yl]methanone FC1(C(C1)C(=O)C1=NC=NN1C1OCCCC1)F